dicyclohexyl-2-benzothiazolesulfenamide C1(CCCCC1)C=1C=CC2=C(N=C(S2)SN)C1C1CCCCC1